C(CCCCCCCCCCCCCCC)OC(CCCCCCCCCCCCCCC(C)C)=O.C(CCCCCCCCCCCCCCCCC)(=O)OCCCCCCCCCCCCCCCC cetyl stearate cetyl-isostearate